BrCC1=CC=C(C=C1)C=1N(C=C(N1)C(F)(F)F)C(C)C (4-(bromomethyl)phenyl)-1-isopropyl-4-(trifluoromethyl)-1H-imidazole